Vinylethylhexanoat C(=C)CCOC(CCCCC)=O